COC=1C=C2C(=NC=NC2=CC1OCC1CCN(CC1)C)C1=CC=C(N)C=C1 4-(6-methoxy-7-((1-methylpiperidin-4-yl)methoxy)quinazoline-4-yl)aniline